C1(CCCC1)C1=CC(=NN1)NC=1C(=C(C=2N(N1)C=NN2)C)C N-(5-cyclopentyl-1H-pyrazol-3-yl)-7,8-dimethyl-[1,2,4]triazolo[4,3-b]pyridazin-6-amine